FC1=C(C=C(C(=C1)C)C1=CC(=NC(=C1)N1CCOCC1)OCCO)NC(=O)N1CCCCC1 N-(2-fluoro-5-(2-(2-hydroxyethoxy)-6-morpholinopyridin-4-yl)-4-methylphenyl)piperidine-1-carboxamide